5-ethyl 3-methyl 2-(difluoromethyl)-4-(3-fluoro-2-(1-fluoroethyl)phenyl)-6-methyl-1,4-dihydropyridine-3,5-dicarboxylate FC(C=1NC(=C(C(C1C(=O)OC)C1=C(C(=CC=C1)F)C(C)F)C(=O)OCC)C)F